1-(4-bromo-2-fluorobenzyl)-2,4-dimethyl-1H-imidazole BrC1=CC(=C(CN2C(=NC(=C2)C)C)C=C1)F